COC=1C=C(C=CC1)C=1N=C(NC1C1=CC(=CC=C1)OC)[C@H]1N(C[C@@H](C1)O[Si](C)(C)C(C)(C)C)C(=O)OC(C)(C)C tert-butyl (2S,4R)-2-[4,5-bis(3-methoxyphenyl)-1H-imidazol-2-yl]-4-[tert-butyl(dimethyl)silyl]oxypyrrolidine-1-carboxylate